dipropyl-pyridone C(CC)C1=C(C(NC=C1)=O)CCC